ClC=1C(=C(C=CC1)CNC(=O)C=1C(C(=C2N(C[C@@H]3N(C2=O)[C@H]2CC[C@@H]3C2)C1)O)=O)F (1R,4S,12aR)-N-(3-chloro-2-fluorophenylmethyl)-7-hydroxy-6,8-dioxo-1,2,3,4,6,8,12,12a-octahydro-1,4-methanodipyrido[1,2-a:1',2'-d]pyrazine-9-carboxamide